C(C)OC(C(=COCC)C(C1=C(N=C(C(=C1)F)Cl)Cl)=O)=O 3-ethoxy-2-(2,6-dichloro-5-fluoronicotinoyl)acrylic acid ethyl ester